6-chloro-4-ethoxynicotinonitrile ClC1=NC=C(C#N)C(=C1)OCC